5-[(4-BROMO-2-CHLOROPHENYL)AMINO]-4-FLUORO-1-METHYL-1H-BENZIMIDAZOLE-6-CARBOXYLIC ACID BrC1=CC(=C(C=C1)NC1=C(C2=C(N(C=N2)C)C=C1C(=O)O)F)Cl